COC1=CC=CC(=N1)[C@H]1[C@@H](CNC1)C#N |r| rac-(3S,4S)-4-(6-methoxypyridin-2-yl)pyrrolidine-3-carbonitrile